5-[(trifluoromethanesulfonyl)oxy]-3,6-dihydro-2H-pyran FC(S(=O)(=O)OC1=CCCOC1)(F)F